2-(((1s,4s)-4-((7-morpholino-1,6-naphthyridin-5-yl)oxy)cyclohexyl)amino)pyrimidin-5-ol O1CCN(CC1)C1=NC(=C2C=CC=NC2=C1)OC1CCC(CC1)NC1=NC=C(C=N1)O